C(C)OC(=O)C=1C=NN(C1C(F)(F)F)C1=C(C(=NC=C1)C)C 1-(2,3-dimethylpyridin-4-yl)-5-(trifluoromethyl)-1H-pyrazole-4-carboxylic acid ethyl ester